3-amino-2-(5-bromo-2-methoxy-4-nitro-phenyl)-2-methyl-propan-1-ol NCC(CO)(C)C1=C(C=C(C(=C1)Br)[N+](=O)[O-])OC